di(p-chlorophenyl)methylene(cyclopentadienyl)(2,7-dimethyl-3,6-di-t-butylfluorenyl)zirconium dichloride [Cl-].[Cl-].ClC1=CC=C(C=C1)C(=[Zr+2](C1=C(C(=CC=2C3=CC(=C(C=C3CC12)C)C(C)(C)C)C(C)(C)C)C)C1C=CC=C1)C1=CC=C(C=C1)Cl